3-(4-chlorophenyl)-2-cyclopropyl-3-oxopropanenitrile ClC1=CC=C(C=C1)C(C(C#N)C1CC1)=O